4-bromo-6-methoxypyrazolo[1,5-a]pyridine-3-carbonitrile BrC=1C=2N(C=C(C1)OC)N=CC2C#N